NC1=C2C(C3(C(OC4=C3C=C(C=C4)C)(C2=CC=C1)O)NC(C)=O)=O N-(1-amino-4b-hydroxy-8-methyl-10-oxo-4b,10-dihydro-9bH-indeno[1,2-b]benzofuran-9b-yl)acetamide